FC=1C=CC(=C(C1)CC#N)C 2-(5-fluoro-2-methylphenyl)acetonitrile